1-Benzyl-4-(3,4-difluorophenyl)piperidine-4-carboxamide C(C1=CC=CC=C1)N1CCC(CC1)(C(=O)N)C1=CC(=C(C=C1)F)F